N-(3-(4,6-dimethylpyrimidin-5-yl)-4-(2-((2-methoxyethyl)(methyl)amino)ethoxy)phenyl)-4-fluoro-1-methyl-1H-pyrazole-5-carboxamide CC1=NC=NC(=C1C=1C=C(C=CC1OCCN(C)CCOC)NC(=O)C1=C(C=NN1C)F)C